CC(C)NC=1SC(=CN1)C(=O)N 2-[(prop-2-yl)amino]-1,3-thiazole-5-carboxamide